C(C)(=O)OCC1(C(C1)(CBr)Br)COC(C)=O (2-bromo-2-(bromomethyl)cyclopropane-1,1-diyl)bis(methylene) diacetate